2-((S)-2-((4-amino-3-(2-fluoro-4-phenoxyphenyl)-1H-pyrazolo[3,4-d]pyrimidin-1-yl)methyl)pyrrolidine-1-carbonyl)-4-(cyclopropylamino)-4-methylpent-2-enenitrile NC1=C2C(=NC=N1)N(N=C2C2=C(C=C(C=C2)OC2=CC=CC=C2)F)C[C@H]2N(CCC2)C(=O)C(C#N)=CC(C)(C)NC2CC2